[Pd+2].ClC=1C(=C(C=CC1)P(C1=CC=CC=C1)C1=CC=CC=C1)Cl dichloro(triphenylphosphine) palladium (II)